COCCN1CCNC2(CCC2)C1 8-(2-methoxyethyl)-5,8-diazaspiro[3.5]nonane